3-(4-((1R,5S)-3,8-diazabicyclo[3.2.1]octan-8-yl)-5,7-difluoro-1-oxoisoindoline-2-yl)piperidine-2,6-dione [C@H]12CNC[C@H](CC1)N2C2=C1CN(C(C1=C(C=C2F)F)=O)C2C(NC(CC2)=O)=O